6-Hydroxy-4-(6-(6-((6-methoxypyridin-3-yl)methyl-d2)-3,6-diazabicyclo[3.1.1]heptan-3-yl)pyridin-3-yl)pyrazolo[1,5-a]pyridine-3-carbonitrile OC=1C=C(C=2N(C1)N=CC2C#N)C=2C=NC(=CC2)N2CC1N(C(C2)C1)C([2H])([2H])C=1C=NC(=CC1)OC